rac-N-((4-(cyclopropanecarbonyl)morpholin-2-yl)methyl)-2-(5-((3-(cyclopropylmethyl)-2,4,5-trioxoimidazolidin-1-yl)methyl)-1,2,4-oxadiazol-3-yl)-N-(2-methoxyphenyl)acetamide C1(CC1)C(=O)N1C[C@@H](OCC1)CN(C(CC1=NOC(=N1)CN1C(N(C(C1=O)=O)CC1CC1)=O)=O)C1=C(C=CC=C1)OC |r|